C(C)(=O)C1=C(C=C(C(=C1F)C=1C=NC(=CC1)CO[Si](C)(C)C(C)(C)C)F)NC(C1=C(C=CC(=C1)C#N)Cl)=O N-(2-acetyl-4-(6-(((tert-butyldimethylsilyl)oxy)methyl)pyridin-3-yl)-3,5-difluorophenyl)-2-chloro-5-cyanobenzamide